BrC=1C=CC(=C(C1)CCC(=O)Cl)F 3-(5-bromo-2-fluorophenyl)propionyl chloride